FC=1C(=CC(=C(C(=O)OC)C1)NC1=C(C=C(C=C1)F)C(CC)=O)C(F)(F)F methyl 5-fluoro-2-((4-fluoro-2-propionylphenyl)amino)-4-(trifluoromethyl)benzoate